N-(4-(2-(4-(1,1-Difluoroethyl)phenyl)propyl)-6-(((R)-1-hydroxy-4-methylpentan-2-yl)amino)-1,3,5-triazin-2-yl)methanesulfonamide FC(C)(F)C1=CC=C(C=C1)C(CC1=NC(=NC(=N1)N[C@@H](CO)CC(C)C)NS(=O)(=O)C)C